(1R,2R)-2-(((tert-butyldiphenylsilyl)oxy)methyl)cyclohexane-1-carbaldehyde [Si](C1=CC=CC=C1)(C1=CC=CC=C1)(C(C)(C)C)OC[C@H]1[C@@H](CCCC1)C=O